(E)-3-(3-aminoisoquinolin-7-yl)acrylic acid NC=1N=CC2=CC(=CC=C2C1)/C=C/C(=O)O